CC1=CC=C2C=C(C(N(C2=N1)CC1=NC=CN=C1OCC(F)(F)F)=O)C1CCC(CC1)C1=CC=CC(=C1C)F 7-Methyl-3-[(1r,4r)-4-(2-fluoro-6-tolyl)cyclohexyl]-1-{[3-(2,2,2-trifluoroethoxy)-2-pyrazinyl]methyl}-1,8-diaza-2(1H)-naphthalenone